N-(1-(1-(4-Chloro-3-methylbenzyl)-1,8-diazaspiro[4.5]decane-8-carbonyl)-1H-pyrazol-3-yl)cyclopropanecarboxamide ClC1=C(C=C(CN2CCCC23CCN(CC3)C(=O)N3N=C(C=C3)NC(=O)C3CC3)C=C1)C